C(#N)C=1C(=C2C(=NC1)NC=C2)N2CC1(CCN1C(=O)OC(C)(C)C)CC2 t-butyl 6-(5-cyano-1H-pyrrolo[2,3-B]pyridin-4-yl)-1,6-diazaspiro[3.4]octane-1-carboxylate